C(C)C1=CN=C(S1)N 5-ethylthiazol-2-amine